NC1=C(C2=C(S1)C(C(CC2)(C2=CC=CC=C2)CC2=CN=CO2)=O)C(=O)N 2-Amino-6-(oxazol-5-ylmethyl)-7-oxo-6-phenyl-4,5,6,7-tetrahydrobenzo[b]thiophene-3-carboxamide